ClC=1C=C(C=CC1Cl)C1=NN(C=C1\C=C/C(=O)O)C1=CC=CC=C1 (Z)-3-(3-(3,4-dichlorophenyl)-1-phenyl-1H-pyrazol-4-yl)acrylic acid